(3S)-3-(2-(5-(2-(azetidin-1-yl)ethyl)-2-oxo-4-(trifluoromethyl)pyridin-1(2H)-yl)-4-methylpentanamido)-3-(4-fluoro-2'-methoxy-5,6'-dimethylbiphenyl-3-yl)propanoic acid N1(CCC1)CCC=1C(=CC(N(C1)C(C(=O)N[C@@H](CC(=O)O)C=1C=C(C=C(C1F)C)C1=C(C=CC=C1C)OC)CC(C)C)=O)C(F)(F)F